FC=1C=C2\C(\C(N(C2=CC1)C)=O)=C\1/C(NC2=CC=CC=C12)=O (E)-5-Fluoro-1-methyl-[3,3'-biindolinylidene]-2,2'-dione